ClC=1C=CC(=C(C1)C1=CC(=NC=C1C(=O)O)N1C(C=CC=C1)=O)OC 4'-(5-chloro-2-methoxyphenyl)-2-oxo-2H-[1,2'-bipyridine]-5'-carboxylic acid